N[C@@H]1CN(CCC1)C1=CC(=NC=C1C=1C=NN(C1)CC(F)(F)F)NC1=CC=C2C(=N1)N(N=C2)CCF (S)-N-(4-(3-aminopiperidin-1-yl)-5-(1-(2,2,2-trifluoroethyl)-1H-pyrazol-4-yl)pyridin-2-yl)-1-(2-fluoroethyl)-1H-pyrazolo[3,4-b]pyridin-6-amine